ClC=1C=C2C(=NC1)NC(=C2)C(=O)N(C)[C@H]2COCC=1NC(C=3C=C(C(=CC3C12)F)F)=O (R)-5-chloro-N-(8,9-difluoro-6-oxo-1,4,5,6-tetrahydro-2H-pyrano[3,4-c]isoquinolin-1-yl)-N-methyl-1H-pyrrolo[2,3-b]pyridine-2-carboxamide